ClC1=NC=C(C(=C1)C1=C(C=NC(=C1)C)C(=O)NC=1SC(=NN1)[C@H]1[C@@H](CC1)F)OC 2'-chloro-N-(5-((1R,2R)-2-fluorocyclobutyl)-1,3,4-thiadiazol-2-yl)-5'-methoxy-6-methyl-(4,4'-bipyridine)-3-carboxamide